CC=1C=C(C=NC1)C(C)O 1-(5-Methyl-3-pyridyl)ethanol